(R,E)-N-(3-((5-(2,5-dioxo-2,5-dihydro-1H-pyrrol-1-yl)pentyl)amino)-3-oxoprop-1-en-1-yl)-2,2,5,5-tetramethyl-1,3-dioxane-4-carboxamide O=C1N(C(C=C1)=O)CCCCCNC(/C=C/NC(=O)[C@@H]1OC(OCC1(C)C)(C)C)=O